CC1=CN(C2=CC=CC=C12)C(=O)NOC(C(C)(C)C)=O 3-methyl-N-(pivaloyloxy)-1H-indole-1-carboxamide